BrC=1C(=NN(N1)C)C(=O)OC(C)(C)C tert-butyl 5-bromo-2-methyl-2H-1,2,3-triazole-4-carboxylate